6-[5-(2-{1-[(2E)-2-(aminomethyl)-3-fluoroprop-2-en-1-yl]-5-oxo-1,5-dihydro-4H-1,2,4-triazol-4-yl}ethyl)thiophen-2-yl]-8-methyl-3,4-dihydroquinolin-2(1H)-one NC/C(/CN1N=CN(C1=O)CCC1=CC=C(S1)C=1C=C2CCC(NC2=C(C1)C)=O)=C\F